CC1=C(C=CC=C1C)C1=C(C=C(C=C1)C(=O)O)OC1COC1 2',3'-Dimethyl-2-(oxetan-3-yloxy)-[1,1'-biphenyl]-4-carboxylic acid